2-(2-(((tertbutyldimethylsilyl)oxy)methyl)-3-fluoropyridin-4-yl)-2-oxoethyl (3S)-7-(6-amino-3-chloro-2-fluorophenyl)-5-oxo-1,2,3,5,8,8a-hexahydroindolizine-3-carboxylate NC1=CC=C(C(=C1C1=CC(N2[C@@H](CCC2C1)C(=O)OCC(=O)C1=C(C(=NC=C1)CO[Si](C)(C)C(C)(C)C)F)=O)F)Cl